[Pd+2].C(C)(C)(C)N1C(N(CC1)C(C)(C)C)=P(C1=CC=CC=C1)(C1=CC=CC=C1)C1=CC=CC=C1 (1,3-di-t-butylimidazolin-2-ylidene)(triphenylphosphine) palladium (II)